C(C)O[C@@H]1C[C@H](N(CC1)S(=O)(=O)C1=C2C=CNC2=C(C=C1OC)C)C1=CC=C(C(=O)O)C=C1 4-((2S,4S)-4-ethoxy-1-((5-methoxy-7-methyl-1H-indol-4-yl)sulfonyl)piperidin-2-yl)benzoic acid